sodium 3-methyl-4-cyclohexene-1,2-dicarboxylate CC1C(C(CC=C1)C(=O)[O-])C(=O)[O-].[Na+].[Na+]